NC1=C2C(=NC=N1)N(N=C2C2=CC=C(C=C2)CNC(C2=C(C=CC=C2OC)F)=O)C2CCCC2 N-[[4-(4-amino-1-cyclopentyl-pyrazolo[3,4-D]pyrimidin-3-yl)phenyl]methyl]-2-fluoro-6-methoxy-benzamide